ClC1=NN2C(C(=N1)N[C@H]1CCC3=CC=CC=C13)=NC=C2[C@@H]2O[C@@H]([C@H]([C@H]2O)O)CO (2S,3R,4S,5R)-2-{2-chloro-4-[(1S)-2,3-dihydro-1H-inden-1-ylamino]imidazo[2,1-f][1,2,4]triazin-7-yl}-5-(hydroxymethyl)oxolane-3,4-diol